imino(phenyl)((7-(5-(trifluoromethyl)-1,2,4-oxadiazol-3-yl)imidazo[1,2-a]pyridin-2-yl)methyl)-λ6-sulfanone N=S(=O)(CC=1N=C2N(C=CC(=C2)C2=NOC(=N2)C(F)(F)F)C1)C1=CC=CC=C1